N-[5-[2,6-Bis(trideuteriomethyl)-4-pyridyl]-4-(3-cyanophenyl)thiazol-2-yl]-4-cyano-4-methyl-piperidine-1-carboxamide [2H]C(C1=NC(=CC(=C1)C1=C(N=C(S1)NC(=O)N1CCC(CC1)(C)C#N)C1=CC(=CC=C1)C#N)C([2H])([2H])[2H])([2H])[2H]